Isoquinolinoquinazoline N1=CN=CC2=CC=C3C(=C12)C=1C=CC=CC1C=N3